2-(3,4-Dimethoxyphenyl)-4-[(2-hydroxy-6-oxocyclohex-1-en-1-yl)carbonyl]-6-methyl-pyridazine-3(2H)-on COC=1C=C(C=CC1OC)N1N=C(C=C(C1=O)C(=O)C1=C(CCCC1=O)O)C